C(C=C)OC(N[C@H]1CSC2=C(N(C1=O)CC1=CC=C(C=C1)Cl)C=C(C(=C2)F)C(=O)NN)=O.O2CC(C2)N2CCC(CC2)OC2=CC1=C(N=CN1)C=C2 5-[[1-(oxetan-3-yl)-4-piperidinyl]oxy]benzimidazole allyl-N-[(3R)-5-[(4-chlorophenyl)methyl]-8-fluoro-7-(hydrazinecarbonyl)-4-oxo-2,3-dihydro-1,5-benzothiazepin-3-yl]carbamate